C(C)OC(=O)C=1C=NN2C1N=C(C=C2C)C#C[Si](C)(C)C 7-methyl-5-((trimethylsilyl)ethynyl)pyrazolo[1,5-a]Pyrimidine-3-carboxylic acid ethyl ester